3-bromo-2-((8-bromooctyl)oxy)pyridine BrC=1C(=NC=CC1)OCCCCCCCCBr